C(C)OC(=O)C1(CC1)CS(=O)(=O)C=1N=C2N(N1)[C@@H](C[C@@H]2F)C2=CC=CC=C2 1-[[(5S,7S)-7-fluoro-5-phenyl-6,7-dihydro-5H-pyrrolo[1,2-b][1,2,4]triazol-2-yl]sulfonylmethyl]cyclopropanecarboxylic acid ethyl ester